Hentriacontan-16-on CCCCCCCCCCCCCCCC(CCCCCCCCCCCCCCC)=O